C(C)(C)(C)OC(=O)N1C[C@@H](CCC1)N1C(=CC(C2=CC(=CC=C12)F)=C=O)C (R)-3-(6-fluoro-2-methyl-4-carbonylquinolin-1(4H)-yl)piperidine-1-carboxylic acid tert-butyl ester